NC1=NC=CC=C1C1=NC=2C(=NC(=CC2)C2=CC=CC=C2)N1C=1C=CC(=NC1)C(=O)N1CCC(CC1)(C(=O)OC)C methyl 1-(5-(2-(2-aminopyridin-3-yl)-5-phenyl-3H-imidazo[4,5-b]pyridin-3-yl)picolinoyl)-4-methylpiperidine-4-carboxylate